3-benzyl-1-(trans-4-((5-cyano-4-(1-(tetrahydro-2H-pyran-2-yl)-1H-pyrazol-5-yl)pyrimidin-2-yl)amino)cyclohexyl)-1-(5-(1-methyl-1H-pyrazol-4-yl)pyridin-yl)urea C(C1=CC=CC=C1)NC(N(C1=NC=C(C=C1)C=1C=NN(C1)C)[C@@H]1CC[C@H](CC1)NC1=NC=C(C(=N1)C1=CC=NN1C1OCCCC1)C#N)=O